CCCCC/C=C\\C/C=C\\C/C=C\\C/C=C\\CCCC(=O)NCCCC(=O)O The molecule is an N-acyl-gamma-aminobutyric acid resulting from the formal condensation of the amino group of gamma-aminobutyric acid with the carboxy group of arachidonic acid. It has a role as a mammalian metabolite. It is a fatty amide and a N-acyl-gamma-aminobutyric acid. It derives from an arachidonic acid. It is a conjugate acid of a N-arachidonoyl-gamma-aminobutyrate.